4-{(2,2,3,3-Tetrafluoro-2,3-dihydro-1,4-benzodioxin-6-yl)oxy}benzaldehyde FC1(C(OC2=C(O1)C=CC(=C2)OC2=CC=C(C=O)C=C2)(F)F)F